OCC1=CC(=NC=C1)NC=1SC2=C(N1)C=CC(=C2)C2=CC=NC=C2 N-(4-(hydroxymethyl)pyridin-2-yl)-6-(pyridin-4-yl)benzo[d]thiazol-2-amine